(R)-2-((1-(3,7-dimethyl-2-(4-(4-(methylcarbamoyl)phenyl)piperazin-1-yl)-4-oxo-4H-pyrido[1,2-a]pyrimidin-9-yl)ethyl)amino)benzoic acid CC1=C(N=C2N(C1=O)C=C(C=C2[C@@H](C)NC2=C(C(=O)O)C=CC=C2)C)N2CCN(CC2)C2=CC=C(C=C2)C(NC)=O